IC1=NN(C2=CC(=CC=C12)\C=C/1\C(NCC1C1=CC=CC=C1)=O)C1SCCCC1 (E)-3-((3-iodo-1-(tetrahydro-2H-thiopyran-2-yl)-1H-indazol-6-yl)methylene)-4-phenylpyrrolidin-2-one